ClC=1C=C(C=CC1Cl)[C@H](C)N (1S)-1-(3,4-dichlorophenyl)ethanamine